FC1=CC=C(C=C1)C=1C=C2C(=NC=NC2=C(C1)OC(=O)C1CCNCC1)NCC=1N=NC(=CC1)C 6-(4-Fluorophenyl)-N-[(6-methylpyridazin-3-yl)methyl]-8-(4-piperidinoyloxy)quinazolin-4-amine